BrC=1C(=C(NC=2C3=C(N=CN2)C=CC(=N3)N3CC(C3)NC(OC(C)(C)C)=O)C=CC1)F tert-butyl N-[1-[4-(3-bromo-2-fluoro-anilino)pyrido[3,2-d]pyrimidin-6-yl]azetidin-3-yl]carbamate